CC1=CC=C(C=C1)S(=O)(=O)N[C@@H](CCC(=O)O)C(=O)O N-p-toluenesulfonyl-L-(+)-glutamic acid